COC1=CC=C(C=C1)C1=NC2=C(N1)C=CC(=C2)C(C(CC(=O)O)C)=O 4-(2-(4-methoxyphenyl)-1H-benzo[d]imidazol-5-yl)-3-methyl-4-oxobutanoic acid